(N'-[4-(dodecyloxy)benzoyl])Naphthalene-1-carboxylic acid hydrazide C(CCCCCCCCCCC)OC1=CC=C(C(=O)NNC(=O)C2=CC=CC3=CC=CC=C23)C=C1